C1=NC=CC=2C3=CC=CC=C3NC12 β-Carbolin